CC1=NN2C(C=CC=3C2=NC(=NC3)N)=N1 2-methyl-[1,2,4]triazolo[1',5':1,6]pyrido[2,3-d]pyrimidin-8-amine